3-[chloro(difluoro)methyl]-6-[5-fluoro-6-[1-(trifluoromethyl)cyclobutoxy]-3-pyridyl]-[1,2,4]triazolo[4,3-b]pyridazine ClC(C1=NN=C2N1N=C(C=C2)C=2C=NC(=C(C2)F)OC2(CCC2)C(F)(F)F)(F)F